Bis(2-hydroxy-1-butyl)amin OC(CNCC(CC)O)CC